4-(1,4-dioxaspiro[4.5]dec-8-yl)-1-cyclohexene-1-carbaldehyde O1CCOC12CCC(CC2)C2CC=C(CC2)C=O